7-((2-chloro-5-Methylpyrimidin-4-yl)amino)-1-(methylsulfonyl)indole-4-ol ClC1=NC=C(C(=N1)NC1=CC=C(C=2C=CN(C12)S(=O)(=O)C)O)C